COC1=NC=C(C=N1)[C@H](CC(=O)O)N1N=C2C=C(C=CC2=C1)CCC1=NC=2NCCCC2C=C1 (S)-3-(2-methoxypyrimidin-5-yl)-3-(6-(2-(5,6,7,8-tetrahydro-1,8-naphthyridin-2-yl)ethyl)-2H-indazol-2-yl)propionic acid